CN1C(=C(C=C1)C)C(=O)O 1,3-dimethyl-1H-pyrrole-2-carboxylic acid